(7-fluoro-1-benzothiophen-6-yl)methanol FC1=C(C=CC=2C=CSC21)CO